C(C)(C)(C)OC(=O)N1[C@@H](CCC1)C=1C=C(C=C2CCN(CC12)C(=O)OC1CC1)C=1C=C2C(=NC1)NC=C2C (S)-cyclopropyl 8-(1-(tert-Butoxycarbonyl)pyrrolidin-2-yl)-6-(3-methyl-1H-pyrrolo[2,3-b]pyridin-5-yl)-3,4-Dihydroisoquinoline-2(1H)-carboxylate